S(=O)(=O)(O)O.C1(CCC2=CC=CC=C12)N indanamine sulfate salt